O=C1NC(CCC1N1C(C2=CC=CC(=C2C1)SCCCCCN1N=NC(=C1)CCCC(=O)O)=O)=O 4-(1-(5-((2-(2,6-dioxopiperidin-3-yl)-1-oxoisoindolin-4-yl)thio)pentyl)-1H-1,2,3-triazol-4-yl)butanoic acid